(S)-1-(pyrrolidin-3-yl)-4-amino-3-(7-methoxy-5-methylbenzo[b]thiophen-2-yl)imidazole N1C[C@H](CC1)N1CN(C(=C1)N)C1=CC2=C(S1)C(=CC(=C2)C)OC